ClC=1N=C(C2=C(N1)C(=C(N=C2)Cl)F)N2C1C(C1COCC2)F 2-(2,7-Dichloro-8-fluoropyrido[4,3-d]pyrimidin-4-yl)-8-fluoro-5-oxa-2-azabicyclo[5.1.0]octane